C(C)(C)(C)OC(C1=C(C=C(C=C1)Br)C1=CC(=NC=C1OC)C(F)F)=O 4-bromo-2-(2-(difluoromethyl)-5-methoxypyridin-4-yl)benzoic acid tert-butyl ester